CS(=O)(=O)OCC1=NC(=NO1)C1=C(C=C(C=C1)OC1=NC=CC=C1)C#N (3-(2-cyano-4-(pyridin-2-yloxy)phenyl)-1,2,4-oxadiazol-5-yl)methyl methanesulfonate